(R)-4-{2-[4-(3-(2,4-dimethyl-3-oxopiperazin-1-yl)propyl)piperazin-1-yl]quinolin-6-yl}-6-methyl-1-tosyl-1H-pyrrolo[2,3-c]pyridin-7(6H)-one C[C@H]1N(CCN(C1=O)C)CCCN1CCN(CC1)C1=NC2=CC=C(C=C2C=C1)C=1C2=C(C(N(C1)C)=O)N(C=C2)S(=O)(=O)C2=CC=C(C)C=C2